The molecule is a branched amino pentasaccharide consisting of the linear trisaccharide N-acetyl-alpha-D-galactosaminyl-(1->3)-beta-D-galactosyl-(1->4)-N-acetyl-beta-D-glucosamine having alpha-L-fucosyl residues attached at position 2 of the galactose and position 3 of the glucosamine. Corresponds to a partial structure of blood group A type 2 oligosaccharide. It has a role as an epitope. It is an amino pentasaccharide, a galactosamine oligosaccharide and a glucosamine oligosaccharide. C[C@H]1[C@H]([C@H]([C@@H]([C@@H](O1)O[C@@H]2[C@H]([C@@H](O[C@@H]([C@H]2O[C@H]3[C@@H]([C@H]([C@H]([C@H](O3)CO)O)O[C@@H]4[C@@H]([C@H]([C@H]([C@H](O4)CO)O)O)NC(=O)C)O[C@H]5[C@H]([C@@H]([C@@H]([C@@H](O5)C)O)O)O)CO)O)NC(=O)C)O)O)O